3-[7-fluoro-1-(pyridin-3-ylmethyl)benzimidazol-2-yl]-4-methyl-1,2,5-oxadiazole FC1=CC=CC2=C1N(C(=N2)C2=NON=C2C)CC=2C=NC=CC2